COC1=CC=2C3=C(N(C2C=C1)CC1=CC=C(C=C1)NS(=O)(=O)N)C=CC=N3 N-(4-((8-methoxy-5H-pyrido[3,2-b]indol-5-yl)methyl)phenyl)sulfamide